5-(tert-butyl)-4-fluoro-2-(methoxymethoxy)benzoic acid C(C)(C)(C)C=1C(=CC(=C(C(=O)O)C1)OCOC)F